2-((2-azaspiro[3.3]heptan-6-yl)amino)-6-(2-chloro-3,5-dimethoxyphenyl)-8-(4-nitrophenylethyl)pyrido[2,3-d]pyrimidin-7(8H)-one trifluoroacetate FC(C(=O)O)(F)F.C1NCC12CC(C2)NC=2N=CC1=C(N2)N(C(C(=C1)C1=C(C(=CC(=C1)OC)OC)Cl)=O)CCC1=CC=C(C=C1)[N+](=O)[O-]